2,4-di-tertbutylphenyl phosphite P(OC1=C(C=C(C=C1)C(C)(C)C)C(C)(C)C)([O-])[O-]